hexane-3,4-diol CCC(C(CC)O)O